4-(dimethylamino)-N-(4-methoxy-2-methyl-5-((4-(1-methyl-1H-indol-3-yl)pyrimidin-2-yl)amino)phenyl)but-2-enamide CN(CC=CC(=O)NC1=C(C=C(C(=C1)NC1=NC=CC(=N1)C1=CN(C2=CC=CC=C12)C)OC)C)C